FC1=CC=CC2=C1N=C(S2)C2=NCCC1=C2NC=N1 4-(4-fluorobenzo[d]thiazol-2-yl)-6,7-dihydro-3H-imidazo[4,5-c]pyridin